OCCCCCCC=C(C(=O)O)C.C(C(=C)C)(=O)OCCCCCCO hydroxyhexyl methacrylate (hydroxyhexylmethacrylate)